C(C)(C)(C)C=1C(=C(C=C(C1)C)CCC(=O)O)O.C(C)(C)(C)C=1C(=C(C=C(C1)C)CCC(=O)O)O.C(COC=C)OC=C Ethylene bis(oxyethylene) bis(3-(5-tert-butyl-4-hydroxy-m-tolyl) propionate)